N(N=C1SC2=C(N1CC)C=CC(=C2)S(=O)(=O)O)=C2SC1=C(N2CC)C=CC(=C1)S(=O)(=O)O 2,2'-azino-bis(3-ethyl-benzthiazoline-6-sulfonic acid)